TERPINOLENE CC1=CCC(=C(C)C)CC1